dihydro-2(3H)furanone O1C(CCC1)=O